OC1=CC(=C(C(=O)C2=C(C(=O)O)C=CC=C2)C=C1)OC 2-(4-hydroxy-2-methoxybenzoyl)benzoic acid